1-[1-[2-(4-bromophenyl)ethyl]-4-piperidinyl]ethanol BrC1=CC=C(C=C1)CCN1CCC(CC1)C(C)O